C(C)(C)(C)OC(=O)N1CCNCCC1.C1(CC1)N(C1=C(C(=NC=N1)NCC1=CC=C(C=C1)CC(=O)N)F)CC1=C(C=C(C=C1)C(F)(F)F)O 2-[4-[[[6-[cyclopropyl-[[2-hydroxy-4-(trifluoromethyl)phenyl]methyl]amino]-5-fluoro-pyrimidin-4-yl]amino]methyl]phenyl]acetamide tert-butyl-1,4-diazepan-1-carboxylate